O\N=C(/N)\C1(CC1)C1=C(C=CC=C1)C=C (Z)-N'-hydroxy-1-(2-vinylphenyl)cyclopropane-1-carboximidamide